3,4,5,6-tetrachloropyridazine ClC=1N=NC(=C(C1Cl)Cl)Cl